[Si](C1=CC=CC=C1)(C1=CC=CC=C1)(C(C)(C)C)O[C@H]1C[C@@H](N(C1)C(=O)OCCCC)C=O butyl (2R,4S)-4-((tert-butyldiphenylsilyl)oxy)-2-formylpyrrolidine-1-carboxylate